BrC=1C=CC(=NC1)COCCOC 5-bromo-2-(2-methoxyethoxymethyl)pyridine